BrC1=CC(=C(C(=C1)OC)[C@H]1[C@@H](CCC(=C1)C)C(=C)[13CH3])OC (1R,2R)-4'-bromo-2',6'-dimethoxy-5-methyl-2-(prop-1-en-2-yl-3-13C)-1,2,3,4-tetrahydro-1,1'-biphenyl